FC1(CCC(CC1)NC1=NN2C(C(=N1)NC)=C(C=C2)C2=CC=C1C(=N2)N(C(=N1)C)CC(F)F)F N2-(4,4-Difluorocyclohexyl)-5-(3-(2,2-difluoroethyl)-2-methyl-3H-imidazo[4,5-b]pyridin-5-yl)-N4-methylpyrrolo[2,1-f][1,2,4]triazine-2,4-diamine